[Si](C)(C)(C(C)(C)C)OCCN1C(CC1)=O (1R)-(tert-butyldimethylsilyloxy)ethyl-(3S)-azetidinone